(RS)-6-(tert-Butyl)-2-chloro-5,6,7,8-tetrahydroquinolin-3-amine C(C)(C)(C)[C@H]1CC=2C=C(C(=NC2CC1)Cl)N |r|